N-(2-(3-(2-((1,5-dimethyl-1H-pyrazol-3-yl)amino)-5-methylpyrimidin-4-yl)-1H-indol-7-yl)-1-oxoisoindolin-4-yl)-5-methylnicotinamide CN1N=C(C=C1C)NC1=NC=C(C(=N1)C1=CNC2=C(C=CC=C12)N1C(C2=CC=CC(=C2C1)NC(C1=CN=CC(=C1)C)=O)=O)C